2-[(1S,4S,5R)-5-{[1-Cyclopropyl-4-(2,6-dichlorophenyl)-1H-pyrazol-5-yl]methoxy}-2-azabicyclo[2.2.1]heptan-2-yl]-4-fluoro-1,3-benzothiazol C1(CC1)N1N=CC(=C1CO[C@H]1[C@@H]2CN([C@H](C1)C2)C=2SC1=C(N2)C(=CC=C1)F)C1=C(C=CC=C1Cl)Cl